3-((S)-2-((E)-3-(4-chloro-2-fluorophenyl)acrylamido)-3-cyclopropyl-propionamido)-4-cyclopropyl-2-oxobutanamide ClC1=CC(=C(C=C1)/C=C/C(=O)N[C@H](C(=O)NC(C(C(=O)N)=O)CC1CC1)CC1CC1)F